C1(CCCC1)CN1C2=C(C=3C=CC=CC13)CN(CC2)C(=O)OC(C)(C)C Tert-butyl 5-(cyclopentylmethyl)-1,3,4,5-tetrahydro-2H-pyrido[4,3-b]indole-2-carboxylate